6-(2,6-Difluorophenyl)-4-((5-(morpholine-4-carbonyl)pyridin-2-yl)amino)pyridazine-3-carboxamide FC1=C(C(=CC=C1)F)C1=CC(=C(N=N1)C(=O)N)NC1=NC=C(C=C1)C(=O)N1CCOCC1